2,3-difluoro-5-formyl-benzonitrile FC1=C(C#N)C=C(C=C1F)C=O